N-(4-tert-butyl-benzyl)-3-(3,3-dimethylbutyryl)-6-oxohexahydropyrimidine-4-carboxamide C(C)(C)(C)C1=CC=C(CNC(=O)C2N(CNC(C2)=O)C(CC(C)(C)C)=O)C=C1